tri(trimethyl-silicon) phosphate P(=O)([O-])([O-])[O-].C[Si+](C)C.C[Si+](C)C.C[Si+](C)C